N-(1-(4-(6-(6-(Difluoromethyl)imidazo[1,2-b]pyridazin-3-yl)pyrimidin-4-yl)-1-methylpiperazin-2-yl)ethyl)methanesulfonamide FC(C=1C=CC=2N(N1)C(=CN2)C2=CC(=NC=N2)N2CC(N(CC2)C)C(C)NS(=O)(=O)C)F